BrC1COC=C1 3-bromo-dihydrofuran